zinc dioctyl-sulfur phosphorus [P].C(CCCCCCC)SCCCCCCCC.[Zn]